C1=CC=C(C(=C1)C(=O)NC2=CC(=CC=C2)Cl)N 2-amino-N-(3-chlorophenyl)benzamide